N[C@@H](CC1=CC=C(C=C1)O)C(=O)N[C@@H](CS)C(=O)O Tyrosyl-Cysteine